2,2,2-trifluoroethyl-3-cyclopropylurea FC(CNC(=O)NC1CC1)(F)F